C(N)(=O)C1(CC1)CNC(=O)[C@H]1N(C[C@@H](C1)O)C([C@H](C(C)(C)C)N1N=NC(=C1)C1CC1)=O (2S,4R)-N-[(1-carbamoylcyclopropyl)methyl]-1-[(2S)-2-(4-cyclopropyltriazol-1-yl)-3,3-dimethyl-butanoyl]-4-hydroxy-pyrrolidine-2-carboxamide